3-((4-ethyl-2-(1-methyl-5-(((tetrahydro-2H-pyran-2-yl)oxy)methyl)-1H-pyrazol-4-yl)pyrimidin-5-yl)oxy)cyclohexane-1-carboxylic acid isopropyl ester C(C)(C)OC(=O)C1CC(CCC1)OC=1C(=NC(=NC1)C=1C=NN(C1COC1OCCCC1)C)CC